N1C=[NH+]C=C1.N1N=NC=C1 triazole imidazolium salt